CC1=CC=C(C(=C1)C1CCCCC1)O 4-methyl-6-cyclohexylphenol